lithium potassium 2,2-diheptylmalonate C(CCCCCC)C(C(=O)[O-])(C(=O)[O-])CCCCCCC.[K+].[Li+]